2,2,2-trichloroethyltrimethoxysilane ClC(C[Si](OC)(OC)OC)(Cl)Cl